isopropyl (2R)-2-hydroxy-3-(1,2,4-triazol-1-yl)propanoate O[C@@H](C(=O)OC(C)C)CN1N=CN=C1